2-((4-(2-(2-chloro-3,4-bis((4-methoxybenzyl)oxy)phenyl)-2-oxoacetamido)butyl)amino)-2-oxoacetic acid ClC1=C(C=CC(=C1OCC1=CC=C(C=C1)OC)OCC1=CC=C(C=C1)OC)C(C(=O)NCCCCNC(C(=O)O)=O)=O